(R)-1-((3R,4R)-4-(2-chlorophenyl)-1-(2,2,2-trifluoroethyl)pyrrolidine-3-carbonyl)-N-((R)-1,1-dioxido-2,3-dihydrothiophen-3-yl)-4-fluoroazepane-4-carboxamide ClC1=C(C=CC=C1)[C@H]1[C@H](CN(C1)CC(F)(F)F)C(=O)N1CC[C@](CCC1)(C(=O)N[C@H]1CS(C=C1)(=O)=O)F